7-[2-(diphenylmethylidene)hydrazin-1-yl]-5-fluoroquinoxaline C1(=CC=CC=C1)C(=NNC1=CC(=C2N=CC=NC2=C1)F)C1=CC=CC=C1